C(C)(C)(C)OC(CO[C@H]1C[C@@H](N(C1)C(=O)OCC1=CC=CC=C1)C(=O)OCC1=CC=CC=C1)=O dibenzyl (2R,4S)-4-(2-(tert-butoxy)-2-oxoethoxy)pyrrolidine-1,2-dicarboxylate